ClC=1C=C(C=CC1F)NC1=CC(=NC(=C1)C#N)NC1=CC=C2C=CN(C2=C1)C(=O)OC(C)(C)C tert-butyl 6-((4-((3-chloro-4-fluorophenyl)amino)-6-cyanopyridin-2-yl)amino)-1H-indole-1-carboxylate